S(C)(=O)(=O)O.CN1CCN(CC1)CC1=C(C=C(C(=O)N)C=C1)C(F)(F)F 4-[(4-methylpiperazin-1-yl)methyl]-3-(trifluoromethyl)benzamide mesylate